3-(Phenylsulfonyl)-4-(2-(1,3,5,7-tetraoxo-6-((2-(trimethylsilyl)ethoxy)methyl)-3,5,6,7-tetrahydropyrrolo[3,4-f]isoindol-2(1H)-yl)ethoxy)-1,2,5-oxadiazole 2-oxide C1(=CC=CC=C1)S(=O)(=O)C1=[N+](ON=C1OCCN1C(C2=CC=3C(N(C(C3C=C2C1=O)=O)COCC[Si](C)(C)C)=O)=O)[O-]